2-{[(2S)-2-hydroxypropyl]amino}-N-(1-methylcyclopropyl)-8-(4-methylpiperazin-1-yl)-3-[(1-methylpyrazol-4-yl)methyl]-4-oxoquinazoline-6-sulfonamide O[C@H](CNC1=NC2=C(C=C(C=C2C(N1CC=1C=NN(C1)C)=O)S(=O)(=O)NC1(CC1)C)N1CCN(CC1)C)C